C(\C=C(/C)\CCC=C(C)C)CC(=O)[O-] GERANYLACETATE